O[C@H]1[C@@H]2[C@H](N([C@H](C1)C2)C(=O)OC(C)(C)C)C(=O)OCC2=CC=CC=C2 3-benzyl 2-tert-butyl (1S,3S,4S,5R)-5-hydroxy-2-azabicyclo[2.2.1]heptane-2,3-dicarboxylate